F[P-](F)(F)(F)(F)F.C[N+]1=CC=C(C=C1)CCCCCC N-Methyl-4-hexylpyridinium hexafluorophosphate